ClC1=C(C(=O)N2[C@@H](CCC2)C2=NC(C(=C3N2CCN(C3=O)CCS(=O)(=O)C=3SC=CC3)O)=O)C(=CC=C1)Cl (S)-6-(1-(2,6-dichlorobenzoyl)pyrrolidin-2-yl)-9-hydroxy-2-(2-(thiophen-2-ylsulfonyl)ethyl)-3,4-dihydro-2H-pyrazino[1,2-c]pyrimidine-1,8-dione